COC(=O)C1=NC(=C(N=C1NC=1C=NN(C1)C1CCS(CC1)(=O)=O)NC)Cl.C(C(C)C)OCCC(C(=O)N)=C (isobutoxyethyl)acrylamide methyl-6-chloro-3-[[1-(1,1-dioxothian-4-yl)pyrazol-4-yl]amino]-5-(methylamino)pyrazine-2-carboxylate